[Cl-].[Cl-].C1(=CC=CC=C1)C(C1=CC=CC=C1)=[Zr+2](C1=CC(=CC=2C3=CC(=CC=C3CC12)C(C)(C)C)C(C)(C)C)C1C=CC=C1 diphenylmethylene(cyclopentadienyl)(3,6-di-t-butylfluorenyl)zirconium dichloride